FC(C1=C(C=NN1)C=1C=C2C=CN(C(C2=CC1)=O)CC=1C=C(C(=O)NC)C=CC1)F 3-((6-(5-(Difluoromethyl)-1H-pyrazol-4-yl)-1-oxoisoquinolin-2(1H)-yl)methyl)-N-methylbenzamide